C(CCCCCCC\C=C/C\C=C/CCCCC)(=O)OC1=C2C(=CNC2=CC=C1)CCN(C([2H])([2H])[2H])C([2H])([2H])[2H] 3-(2-(bis(methyl-d3)amino) ethyl)-1H-indol-4-yl (9Z,12Z)-octadeca-9,12-dienoate